CN1C2=C(C=3C=CC(=CC13)C=1C=CC(=NC1)N1CCC(CC1)C=O)C=NC=C2 (5-(5-methyl-5H-pyrido[4,3-b]indol-7-yl)pyridin-2-yl)piperidine-4-carbaldehyde